COC1=C(C=CC(=C1)OC)CN(C(=O)[O-])C1=NN=C(C2=CC=CC=C12)C N-[(2,4-dimethoxyphenyl) methyl]-4-methylphthalazine-1-carbamate